1-bromo-2,4-difluoro-3-(methoxymethoxy)-5-(trifluoromethyl)benzene BrC1=C(C(=C(C(=C1)C(F)(F)F)F)OCOC)F